N-((3-fluoropyridin-2-yl)methyl)-2-(2-((2-(5-(m-tolyl)-1H-benzo[d]imidazol-2-yl)ethyl)amino)ethyl)oxazole-4-carboxamide FC=1C(=NC=CC1)CNC(=O)C=1N=C(OC1)CCNCCC1=NC2=C(N1)C=CC(=C2)C=2C=C(C=CC2)C